2-[(1-methyl-1H-pyrazol-4-yl)amino]-4-(heptylamino)pyrimidine-5-carboxamide CN1N=CC(=C1)NC1=NC=C(C(=N1)NCCCCCCC)C(=O)N